(3-phenyl-4-((4-sulfamoylbenzyl)amino)-1H-pyrazol-1-yl)thiazole C1(=CC=CC=C1)C1=NN(C=C1NCC1=CC=C(C=C1)S(N)(=O)=O)C=1SC=CN1